CC1=C(C=CC(N1CC(F)(F)F)=O)C1=C(C(=CC(=C1)F)F)F 6-Methyl-1-(2,2,2-trifluoroethyl)-5-(2,3,5-trifluorophenyl)pyridin-2(1H)-one